C(C)OC(=O)C1(CC1)OCC1CCN(CC1)C(=O)OC(C)(C)C tert-butyl 4-[(1-ethoxycarbonylcyclopropoxy)methyl]piperidine-1-carboxylate